BrC=1C=CC(=NC1)N1C2=CC=CC=C2OC=2C=CC=CC12 10-(5-bromopyridine-2-yl)-10H-phenoxazine